C(C)C(CCCCC)P(C(CCCCC)CC)(C(CCCCC)CC)=O tri(ethylhexyl)phosphine oxide